cobalt oxide dialuminum [Al].[Al].[Co]=O